C1(=C(C=C2C=CC=3C=C4C(=C5C=CC1=C2C53)C=CC=C4)N)N benzo[a]pyrenediamine